2,4,6-tri(dimethylaminomethyl)benzene (e)-7-dodecenyl-acetate C(CCCCC\C=C\CCCC)CC(=O)O.CN(C)CC1=CC(=CC(=C1)CN(C)C)CN(C)C